N-(2,4-dimethoxybenzyl)-N'-[2-(pyrid-2-yl)ethyl]oxamide COC1=C(CNC(=O)C(=O)NCCC2=NC=CC=C2)C=CC(=C1)OC